C(#N)C=1C=C(C=CC1)C1=NC(=CC=2N1N=C(N2)C)NC(=O)C2CC2 N-[5-(3-cyanophenyl)-2-methyl-[1,2,4]triazolo[1,5-c]pyrimidin-7-yl]cyclopropanecarboxamide